6-fluoro-1-methyl-3-phenylisoquinoline FC=1C=C2C=C(N=C(C2=CC1)C)C1=CC=CC=C1